ClC1=CC(=NC=C1C(=O)NC1=C(C=C(C(=C1)N1N=NC(=C1)C(NC1CCN(CC1)C)=O)F)N1C[C@@H](N([C@@H](C1)C)C)C)C(F)(F)F 4-chloro-N-(4-fluoro-5-(4-((1-methylpiperidin-4-yl)carbamoyl)-1H-1,2,3-triazol-1-yl)-2-((3S,5R)-3,4,5-trimethylpiperazin-1-yl)phenyl)-6-(trifluoromethyl)nicotinamide